C(C)NC(=O)NC=1SC(=CN1)CC1CCN(CC1)C=1C(=NC(=CC1)C=1NC=CN1)F 1-ethyl-3-(5-((1-(2-fluoro-6-(1H-imidazol-2-yl)pyridin-3-yl)piperidin-4-yl)methyl)thiazol-2-yl)urea